5-(5-((1R,5S,6r)-6-(1H-1,2,3-triazol-5-yl)-3-azabicyclo[3.1.0]hexan-3-yl)-1,3,4-oxadiazol-2-yl)-N-(2-(trifluoromethyl)benzyl)pyrimidin-2-amine N1N=NC=C1C1[C@H]2CN(C[C@@H]12)C1=NN=C(O1)C=1C=NC(=NC1)NCC1=C(C=CC=C1)C(F)(F)F